Nonyl-8-((8,8-bis(octyloxy)octyl)(2-hydroxyethyl)amino)octanoat C(CCCCCCCC)OC(CCCCCCCN(CCO)CCCCCCCC(OCCCCCCCC)OCCCCCCCC)=O